[N+](=O)([O-])C1=CN=C(S1)N(C(C1=CC=C(C=C1)C(F)(F)F)=O)C#CC N-(5-Nitrothiazol-2-yl)-N-(propynyl)-4-(trifluoromethyl)benzamide